(3,5-di(pyridin-4-yl)phenyl)boronic acid N1=CC=C(C=C1)C=1C=C(C=C(C1)C1=CC=NC=C1)B(O)O